5-(1-methyl-1H-pyrazol-4-yl)-2-(7-(2,2,6,6-tetramethyl-1,2,3,6-tetrahydropyridin-4-yl)imidazo[1,2-a]pyrimidin-2-yl)pyridin-3-ol CN1N=CC(=C1)C=1C=C(C(=NC1)C=1N=C2N(C=CC(=N2)C=2CC(NC(C2)(C)C)(C)C)C1)O